C12(CC3CC(CC(C1)C3)C2)N Adamantyl-amine